N1C(NC(NC1=O)=O)=O 1,3,5-triazin-2,4,6-Trione